C(C=C)N(C1=CC=CC=C1)CCC[Si](OC)(OC)OC allyltrimethoxysilylpropylaniline